2-fluoro-benzonitrile mono-oxalate C(C(=O)O)(=O)O.FC1=C(C#N)C=CC=C1